tert-butyl ((1R,2S)-2-aminocyclohexyl)carbamate N[C@@H]1[C@@H](CCCC1)NC(OC(C)(C)C)=O